4-(3-amino-4-methyl-1H-indazol-5-yl)-N-((1s,4s)-4-cyanocyclohexyl)-3-methylbenzenesulfonamide NC1=NNC2=CC=C(C(=C12)C)C1=C(C=C(C=C1)S(=O)(=O)NC1CCC(CC1)C#N)C